Methyl 6-(chlorosulfonyl)-3-methoxybenzo[B]thiophene-2-carboxylate ClS(=O)(=O)C=1C=CC2=C(SC(=C2OC)C(=O)OC)C1